methyl (S)-3-(9-((4-(aminomethyl)-2-chloro-6-methylphenyl)carbamoyl)-5-methyl-4,5-dihydrobenzo[b]thieno[2,3-d]oxepin-8-yl)-6-(propylcarbamoyl)picolinate NCC1=CC(=C(C(=C1)C)NC(=O)C1=CC2=C(O[C@H](CC3=C2SC=C3)C)C=C1C=1C(=NC(=CC1)C(NCCC)=O)C(=O)OC)Cl